BrC1=CC=C(C=C1)C1=C(C(=C(C(=C1C1=CC=CC=C1)C1=CC=CC=C1)C1=CC=C(C=C1)Br)C1=CC=CC=C1)C1=CC=CC=C1 1,4-bis(4-bromophenyl)-2,3,5,6-tetraphenyl-benzene